6-chloro-4-methoxy-3-(3-methyloxetan-3-yl)pyridazine ClC1=CC(=C(N=N1)C1(COC1)C)OC